BrC=1C2=C(SC1C(F)(F)P(OCC)(OCC)=O)C=C(C=C2)C(N)=O diethyl ((3-bromo-6-carbamoylbenzo[b]thiophen-2-yl)difluoromethyl)phosphonate